C(C)(C)OC=1C=C(C=CC1)C=1C=C2CC(C(C2=CC1)NC(O[C@@H]1CN2CCC1CC2)=O)(C)C (S)-quinuclidin-3-yl (5-(3-isopropoxyphenyl)-2,2-dimethyl-2,3-dihydro-1H-inden-1-yl)carbamate